BrC=1C(=CC=2C(=NSC2N2CCN(CC2)C(C=C)=O)C1F)Cl 1-(4-(6-bromo-5-chloro-7-fluorobenzo[c]isothiazol-3-yl)piperazin-1-yl)prop-2-en-1-one